4-[(7-methoxy-2,3-dihydro-1,4-benzothiazepine-4(5H)yl)methyl]Benzoic acid COC=1C=CC2=C(CN(CCS2)CC2=CC=C(C(=O)O)C=C2)C1